diphenylbis(o-tolyl)silane C1(=CC=CC=C1)[Si](C1=C(C=CC=C1)C)(C1=C(C=CC=C1)C)C1=CC=CC=C1